(4-(1-(tert-Butyl)-1H-1,2,3-triazol-4-yl)-3-methylphenyl)(4-(5-chlorooxazolo[4,5-b]pyridin-2-yl)piperazin-1-yl)methanone C(C)(C)(C)N1N=NC(=C1)C1=C(C=C(C=C1)C(=O)N1CCN(CC1)C=1OC=2C(=NC(=CC2)Cl)N1)C